ethyl 4-(4-benzoyl-5-phenyl-1H-1,2,3-triazol-1-yl)benzoate C(C1=CC=CC=C1)(=O)C=1N=NN(C1C1=CC=CC=C1)C1=CC=C(C(=O)OCC)C=C1